5-(2-methoxyethoxy)-4-(phenylethynyl)pyrimidin-2-amine COCCOC=1C(=NC(=NC1)N)C#CC1=CC=CC=C1